CC=1N=C(SC1C)NC(=O)C1=C(C=CC=C1)NC(C(=O)O)CCCCCC=O ((2-((4,5-dimethylthiazol-2-yl)carbamoyl)phenyl)amino)-8-oxooctanoic acid